Methyltetrahydrothiophene 1,1-dioxide CC1S(CCC1)(=O)=O